O1COC2=C1C=CC(=C2)CC(CC)NCC 1-(1,3-benzodioxol-5-yl)-N-ethylbutan-2-amine